NC1=NC(=CC(=N1)C=1C(=C(N(N1)C)CO)CC1=CC=CC=C1)Cl [5-(2-amino-6-chloro-pyrimidin-4-yl)-4-benzyl-2-methyl-pyrazol-3-yl]methanol